C1(CC1)N1CCN(CC1)CC1=C(C=C(N)C=C1)C(F)(F)F 4-((4-cyclopropylpiperazin-1-yl)methyl)-3-(trifluoromethyl)aniline